2-methyl-3-butenoic acid tert-butyl ester C(C)(C)(C)OC(C(C=C)C)=O